8-(4-(4-{(2-(2,6-dioxopiperidin-3-yl)-1-oxoisoindolin-4-yl)aminoacetyl}piperazin-1-yl)piperidin-1-yl)-9-ethyl-6,6-dimethyl-11-oxo-6,11-dihydro-5H-benzo[b]carbazole-3-carbonitrile O=C1NC(CCC1N1C(C2=CC=CC(=C2C1)NCC(=O)N1CCN(CC1)C1CCN(CC1)C=1C(=CC2=C(C(C=3NC4=CC(=CC=C4C3C2=O)C#N)(C)C)C1)CC)=O)=O